C(C1=CC=CC=C1)SC1=C(C=CC(=C1)OC1=CC=C(C=C1)OC)[N+](=O)[O-] benzyl-(5-(4-methoxyphenoxy)-2-nitrophenyl)sulfane